2-(3-((benzyloxy)methyl)isoxazol-5-yl)acetic acid C(C1=CC=CC=C1)OCC1=NOC(=C1)CC(=O)O